C(C)(C)(C)C=1C=C(NN1)NC(=O)NC1=CC=C(C=C1)N1C=NC2=C1C=CC(=C2)OCCOCC#CC2=C1CN(C(C1=CC=C2)=O)C2C(NC(CC2)=O)=O 1-(5-tert-butyl-2H-pyrazol-3-yl)-3-{4-[5-(2-{3-[2-(2,6-dioxopiperidin-3-yl)-1-oxo-2,3-dihydro-1H-isoindol-4-yl]-prop-2-ynyloxy}-ethoxy)-benzimidazol-1-yl]-phenyl}-urea